N[C@@H](CCC(=O)OC(C)(C)C)C(=O)NC1=CC=C(C=C1)CO (S)-tert-butyl 4-amino-5-((4-(hydroxymethyl) phenyl) amino)-5-oxopentanoate